NC1=NC=2C=NC(=CC2C2=C1C=NN2C)C(=O)N(CC2=NC=C(C=C2)C(F)(F)F)C 4-amino-N,1-dimethyl-N-((5-(trifluoromethyl)-2-pyridinyl)methyl)-1H-pyrazolo[4,3-c][1,7]naphthyridine-8-carboxamide